C(C)(C)(C)OC(=O)C=1N=NN(C1)C(C)C=1C=NC(=C(C1C)OC)N1C([C@@H]2C[C@@H]2C1)=O.OC1=C(C(=C(C=C1)C(CCC1=C(C(=C(C=C1)O)C)O)C1=C(C(=C(C=C1)O)C)O)O)C 1,1,3-tris(dihydroxy-3-methylphenyl)propane tert-butyl-1-(1-(5-methoxy-4-methyl-6-((1R,5S)-2-oxo-3-azabicyclo[3.1.0]hexan-3-yl)pyridin-3-yl)ethyl)-1H-1,2,3-triazole-4-carboxylate